(S)-2-amino-3-(4-dihydroxyboryl-3-methoxyphenyl)-2-methylpropanoic acid N[C@](C(=O)O)(CC1=CC(=C(C=C1)B(O)O)OC)C